C(C1=CC=CC=C1)N1C2=C(SCC1=O)C=CC(=C2)NC(=O)NC2=CNC1=CC=C(C=C21)C2=CC=C1CC(NC1=C2)=O 1-(4-benzyl-3-oxo-3,4-dihydro-2H-benzo[b][1,4]thiazin-6-yl)-3-(5-(2-oxoindolin-6-yl)-1H-indol-3-yl)urea